copper zinc-aluminum [Al].[Zn].[Cu]